NC=1C(=CC=2C(=C3N(CCN(C3)C(CCOCC3NCC3)=O)C2N1)C)Cl 2-((3-(2-amino-3-chloro-5-methyl-8,9-dihydropyrido[3',2':4,5]pyrrolo[1,2-a]pyrazin-7(6H)-yl)-3-oxopropoxy)methyl)azetidin